CSCCC1=CC=CC=C1 (2-phenylethyl) methyl sulfide